N,N-bis(4-hydroxyphenyl)hydroxyl-ammonium OC1=CC=C(C=C1)[NH+](C1=CC=C(C=C1)O)O